CCCCCCCCCCCCCCCC/C=C\OC[C@H](COP(=O)([O-])OCC[N+](C)(C)C)OC(=O)CCCCCCCCCCCCCCC 1-(1Z-octadecenyl)-2-hexadecanoyl-glycero-3-phosphocholine